Cl.N[C@@H]1[C@H](CC2=CC=C(C=C12)C)C (1r,2s)-1-amino-2,6-dimethylindane monohydrochloride